butylidenetalonate C(CCC)=C([C@H]([C@@H]([C@@H]([C@@H](C(=O)[O-])O)O)O)O)O